O[C@H](C(=O)N1CC2(CC2)C[C@H]1C(=O)N[C@H](C[C@@H]1C(NCC1)=O)C(COC(F)(F)F)=O)CC(C)C (S)-5-((S)-2-hydroxy-4-methylpentanoyl)-N-((R)-3-oxo-1-((R)-2-oxopyrrolidin-3-yl)-4-(trifluoromethoxy)butan-2-yl)-5-azaspiro[2.4]heptane-6-carboxamide